(S)-2-(4-(4-fluoropyrazolo[1,5-a]pyridin-2-yl)-1,4,6,7-tetrahydro-5H-imidazo[4,5-c]pyridin-5-yl)-N-(1-methylcyclopropyl)pyrimidine-5-carboxamide FC=1C=2N(C=CC1)N=C(C2)[C@H]2N(CCC1=C2N=CN1)C1=NC=C(C=N1)C(=O)NC1(CC1)C